C(C1=CC=CC=C1)OC1=C(C(OC12CCC(CC2)OCCN2CCN(CC2)CCOCC(=O)OC(C)(C)C)=O)C2=C(C=C(C=C2C)C)C tert-butyl 2-(2-(4-(2-(((5s,8s)-4-(benzyloxy)-3-mesityl-2-oxo-1-oxaspiro[4.5]dec-3-en-8-yl)oxy)ethyl)piperazin-1-yl)ethoxy)acetate